(S)-3-hydroxy-1,1-dimethyl-1,2,3,6-tetrahydropyridin-1-ium iodide [I-].O[C@@H]1C[N+](CC=C1)(C)C